C(CCCCCCCCCCCCCCCCCCCCCCC)C(C(=O)O)CCCCCCCCCC.C(CC(=O)O)(=O)N[C@@H](C)C(=O)O malonyl-alanine tetracosyl-n-dodecanoate